2-(6-(1-((1R,3R,4S,5R)-4-fluoro-1-methyl-8-azabicyclo[3.2.1]oct-6-en-3-yl)vinyl)pyridazin-3-yl)-5-(4H-1,2,4-triazol-4-yl)phenol F[C@H]1[C@H](C[C@@]2(C=C[C@H]1N2)C)C(=C)C2=CC=C(N=N2)C2=C(C=C(C=C2)N2C=NN=C2)O